ClCC(C(CC)=O)Cl 1,2-dichloro-3-pentanone